CS(=O)(=O)C1=CC(=C(C=C1)NCC#CC=1N(C=2C=CC=C(C2C1)NC1CCC(CC1)N1CCC2(CCO2)CC1)CC(F)(F)F)OC 2-{3-[(4-methane-sulfonyl-2-methoxy-phenyl)amino]prop-1-yn-1-yl}-N-[(1R,4R)-4-{1-oxa-7-azaspiro[3.5]nonan-7-yl}cyclohexyl]-1-(2,2,2-trifluoroethyl)-1H-indol-4-amine